nonadecane CCCCCCCCCCCCCCCCCCC